CCCCCCCCCCCCCCCC(=O)O[C@H](COC(=O)CCCCCCC/C=C\CCCCCCCC)COP(=O)([O-])OCC[N+](C)(C)C 1-(9Z-octadecenoyl)-2-hexadecanoyl-sn-glycero-3-phosphocholine